oxetan O1CCC1